O1-benzyl O2-methyl (2S,4S)-4-[4-[2-[3-[tert-butoxycarbonyl(methyl)amino]propylamino]-3-nitro-phenyl]pyrimidin-2-yl]oxypyrrolidine-1,2-dicarboxylate C(C)(C)(C)OC(=O)N(CCCNC1=C(C=CC=C1[N+](=O)[O-])C1=NC(=NC=C1)O[C@H]1C[C@H](N(C1)C(=O)OCC1=CC=CC=C1)C(=O)OC)C